ClC1=CC=C(C(=N1)C=1C=CC=C2C(=C(C=NC12)C(=O)NN1CCOC2=C1C=CC=C2)N2CCOCC2)F 8-(6-chloro-3-fluoro-2-pyridyl)-N-(2,3-dihydro-1,4-benzoxazin-4-yl)-4-morpholino-quinoline-3-carboxamide